4-cyclopropyl-2-fluoro-5-nitro-benzaldehyde C1(CC1)C1=CC(=C(C=O)C=C1[N+](=O)[O-])F